4-(3-(1-((4-iodo-5-methyl-1H-pyrazol-1-yl)methyl)cycloheptyloxy)propyl)morpholine IC=1C=NN(C1C)CC1(CCCCCC1)OCCCN1CCOCC1